C(CC\C=C/CCCCCCC)O (Z)-4-dodecenol